CC=1N(C=2N(C(C(=C(N2)C(F)(F)F)C=2C=NN(C2)CCC(F)(F)F)=O)C1)CC#N 2-[2-methyl-5-oxo-7-(trifluoromethyl)-6-[1-(3,3,3-trifluoropropyl)-1H-pyrazol-4-yl]-1H,5H-imidazo[1,2-a]pyrimidin-1-yl]acetonitrile